(2'R)-N-benzoyl-2'-deoxy-2'-fluoro-2'-methylcytidine C(C1=CC=CC=C1)(=O)NC1=NC(N([C@H]2[C@]([C@H](O)[C@@H](CO)O2)(C)F)C=C1)=O